tert-butyl 3-(fluoromethyl)-5,6-dihydro-[1,2,4]triazolo[4,3-a]pyrazine-7(8H)-carboxylate FCC1=NN=C2N1CCN(C2)C(=O)OC(C)(C)C